(S)-1-(2-((1-((3-chloro-2-fluorobenzyl)amino)-3-hydroxy-1-oxopropan-2-yl)amino)-2-oxoethyl)-1H-indazole-3-carboxamide ClC=1C(=C(CNC([C@H](CO)NC(CN2N=C(C3=CC=CC=C23)C(=O)N)=O)=O)C=CC1)F